13-chloro-10-(2,6-difluoro-4-{[2-(methylamino)ethyl]amino}phenyl)-4,15-difluoro-8-(propan-2-yl)-6,8,10-triazatricyclo[9.4.0.02,7]pentadeca-1(11),2(7),3,5,12,14-hexaen-9-one ClC1=CC=2N(C(N(C=3N=CC(=CC3C2C(=C1)F)F)C(C)C)=O)C1=C(C=C(C=C1F)NCCNC)F